O1C(=NC=2C3=C(OC4=C(C12)C=CC=C4)C=CC=C3)CCCOCCN(C)C {2-[3-(1,8-dioxa-3-aza-dibenzo[e,h]azulen-2-yl)-propoxy]-ethyl}-dimethylamine